C(CCCCC)OC=1C=C(C=CC1)NC1=CC=NC2=CC=CC=C12 N-[3-(Hexyloxy)phenyl]quinolin-4-amine